3-((S)-2-oxopyrrolidin-3-yl)propane O=C1NCC[C@@H]1CCC